FC(C(=O)O)(F)F.C(#N)C=1C(=NC(=C(C1CC)C#N)N1CCNCC1)SC(C(=O)N)C1=CC=C(C=C1)F 2-((3,5-dicyano-4-ethyl-6-(piperazin-1-yl)pyridin-2-yl)thio)-2-(4-fluorophenyl)acetylAmine, trifluoroacetic acid salt